1,3-diamino-2-hydroxypropaneN NC=C(CN)O